1-(tetrahydro-2H-pyran-4-yl)-1H-imidazo[4,5-c]cinnolin-2(3H)-one O1CCC(CC1)N1C(NC=2N=NC=3C=CC=CC3C21)=O